Cl.[N+](=O)([O-])C1=CC=C(CCNC[C@H](O)C2=CC=CC=C2)C=C1 (R)-2-((4-nitrophenethyl)amino)-1-phenylethan-1-ol hydrochloride salt